quinuclidin-3-yl (1-(5-bromothiophen-3-yl)cyclopropyl)carbamate BrC1=CC(=CS1)C1(CC1)NC(OC1CN2CCC1CC2)=O